BrC1=CC(=C2C(=NC=NC2=C1)NC=1C(=C2C=CC=NC2=CC1)F)OC(CC)C1COC1 7-bromo-N-(5-fluoroquinolin-6-yl)-5-(1-(oxetan-3-yl)propoxy)quinazolin-4-amine